2-(1,1-difluoro-2-methylpropan-2-yl)pyridine-4-carboxylic acid FC(C(C)(C)C1=NC=CC(=C1)C(=O)O)F